ClC=1C=C2C(=NNC2=CC1OCCOC)C1=CC(=NO1)C1=CC=C(C=C1)N1N=CN=C1 5-Chloro-6-(2-methoxyethoxy)-3-{3-[4-(1H-1,2,4-triazol-1-yl)phenyl]-1,2-oxazol-5-yl}-1H-indazol